ClC1=C(OC=2C=C3CCN(CC3=CC2)CC2=CC(=C(C=C2)F)F)C(=CC(=C1)[N+](=O)[O-])Cl 6-(2,6-Dichloro-4-nitrophenoxy)-2-(3,4-difluorobenzyl)-3,4-dihydroisoquinoline